(R)-6-((4-methylpiperazin-1-yl)methyl)-N-(tetrahydrofuran-3-yl)-1,2,3,4-tetrahydroisoquinolin-8-amine hydrochloride Cl.CN1CCN(CC1)CC=1C=C2CCNCC2=C(C1)N[C@H]1COCC1